OCCC1N(CCNC1)S(=O)(O)=S hydroxyethylpiperazinethiosulfonic acid